[Pd](Cl)Cl.C(C)(C)(C)P(C1=CC=C([NH+](C)C)C=C1)C(C)(C)C.C(C)(C)(C)P(C1=CC=C([NH+](C)C)C=C1)C(C)(C)C bis(4-(di-tert-butylphosphanyl)-N,N-dimethylanilinium) palladium dichloride